2-[3-ethylsulfonyl-4-[6-(trifluoromethyl)pyrazolo[4,3-c]pyridin-2-yl]phenoxy]-2-methyl-propanenitrile C(C)S(=O)(=O)C=1C=C(OC(C#N)(C)C)C=CC1N1N=C2C(C=NC(=C2)C(F)(F)F)=C1